C(C=C)(=O)N1C[C@@H](N(CC1)C=1C2=C(N(C(N1)=O)C=1C(=NC=CC1SC)C(C)C)N=C(C(=C2)Cl)C2=C(C=CC=C2F)F)C (S)-4-(4-Acryloyl-2-methylpiperazin-1-yl)-7-(2,6-difluorophenyl)-6-chloro-1-(2-isopropyl-4-(methylthio)pyridin-3-yl)pyrido[2,3-d]pyrimidin-2(1H)-one